ClC1=CC=C(C=C1)S(=NC(=O)C1=NC=C(N=C1)C1=NOC(=N1)C(F)(F)F)(=O)C N-((4-chlorophenyl)(methyl)(oxo)-λ6-sulfaneylidene)-5-(5-(trifluoromethyl)-1,2,4-oxadiazol-3-yl)pyrazine-2-carboxamide